C(C)OC(=O)C=1NC2=C(C=CC=C2C1)NC(C(C(C)C)Br)=O 7-(2-bromo-3-methylbutanamido)-1H-indole-2-carboxylic acid ethyl ester